C1=C(C=CC2=CC=CC=C12)C=1N=C(NC1)CC1=CSC=C1 4-(2-Naphthyl)-2-(3-thienylmethyl)imidazole